2-(3-((4,4-difluorocyclohexyl)carbamoyl)phenyl)acetic acid FC1(CCC(CC1)NC(=O)C=1C=C(C=CC1)CC(=O)O)F